N1(N=NC2=C1C=CC=C2)O[P](N(C)C)(N(C)C)N(C)C benzotriazole-1-oxytris(dimethylamino)phosphorus